N[C@@H]1C2=C(C(=C(C=C2CC12CCN(CC2)C=2N(C(C1=C(N2)NN=C1C=1SC(=CC1)C)=O)C)F)F)F (S)-6-(1-amino-5,6,7-trifluoro-1,3-dihydrospiro[indene-2,4'-piperidin]-1'-yl)-5-methyl-3-(5-methylthiophen-2-yl)-1,5-dihydro-4H-pyrazolo[3,4-d]pyrimidin-4-one